(cyclopropanesulfonamido)pyridin C1(CC1)S(=O)(=O)NC1=NC=CC=C1